CC(CNC1=CC=CC=C1)=C N-(2-methylallyl)aniline